3-[4-[1-[2-[[4-[4-(aminomethyl)-3-methyl-phenyl]pyrrolo[2,1-f][1,2,4]triazin-6-yl]methoxy]ethyl]-4-piperidyl]anilino]piperidine-2,6-dione HCl salt Cl.NCC1=C(C=C(C=C1)C1=NC=NN2C1=CC(=C2)COCCN2CCC(CC2)C2=CC=C(NC1C(NC(CC1)=O)=O)C=C2)C